methyl 5-(5-{2-[3-(2-amino-1,3-benzodiazol-1-yl) azepan-1-yl] ethoxy}-1-methylpyrazol-4-yl)-1-methyl-6-oxopyridine-3-carboxylate NC1=NC2=C(N1C1CN(CCCC1)CCOC1=C(C=NN1C)C1=CC(=CN(C1=O)C)C(=O)OC)C=CC=C2